methyl 4-fluoro-5-hydroxy-2-methylbenzoate FC1=CC(=C(C(=O)OC)C=C1O)C